2-chloro-4-((8-(4-(piperazin-1-yl)benzoyl)-8-azabicyclo[3.2.1]oct-3-yl)-(endo)-oxy)benzonitrile ClC1=C(C#N)C=CC(=C1)OC1CC2CCC(C1)N2C(C2=CC=C(C=C2)N2CCNCC2)=O